2,4-Dimethylphenol-3,5,6-D3 [2H]C1=C(C(=C(C(=C1C)[2H])C)O)[2H]